benzyl 3-[1-(3-bromo-6-chloroquinolin-4-yl)azetidin-3-yl]morpholine-4-carboxylate BrC=1C=NC2=CC=C(C=C2C1N1CC(C1)C1N(CCOC1)C(=O)OCC1=CC=CC=C1)Cl